C(C=C)(=O)OC1=C(C=O)C=CC=C1OC acryloyloxy-3-methoxybenzaldehyde